C(C=C)(=O)N1C[C@@H](N(CC1)C1=NC(N2C3=C(C(=C(C=C13)Cl)C1=C(C=C(C=C1)F)F)SC[C@H]2CN2CCN(CC2)CC)=O)C (3R)-7-((S)-4-acryloyl-2-methylpiperazin-1-yl)-9-chloro-10-(2,4-difluorophenyl)-3-((4-ethylpiperazin-1-yl)-methyl)-2H-[1,4]-thiazino[2,3,4-ij]-quinazolin-5(3H)-one